NC1=C(C=C(N=N1)C1=C(C=CC=C1)O)C1=C(C=CC(=C1)C1CCNCC1)F 2-[6-amino-5-[2-fluoro-5-(4-piperidyl)phenyl]pyridazin-3-yl]phenol